C1(CCCCCO1)=O hexaneLactone